methyl 5-bromo-3-hydroxyfuro[2,3-c]pyridine-2-carboxylate BrC=1C=C2C(=CN1)OC(=C2O)C(=O)OC